5-((1R,4R)-2-oxa-5-azabicyclo[2.2.1]hept-5-yl)-N-(3-(difluoromethyl)-1-(4-oxocyclohexyl)-1H-pyrazol-4-yl)pyrazolo[1,5-a]pyrimidine-3-carboxamide [C@H]12OC[C@H](N(C1)C1=NC=3N(C=C1)N=CC3C(=O)NC=3C(=NN(C3)C3CCC(CC3)=O)C(F)F)C2